COC1=NC=CC=C1CC#N 2-(2-methoxypyridin-3-yl)acetonitrile